vinylzinc bromide [Br-].C(=C)[Zn+]